(1S)-1-[6-[5-[(6-methylpyridazin-3-yl)amino]benzimidazol-1-yl]-2-[3-methyl-1-(2,2,2-trifluoroethyl)pyrazol-4-yl]-3-pyridyl]ethanol CC1=CC=C(N=N1)NC1=CC2=C(N(C=N2)C2=CC=C(C(=N2)C=2C(=NN(C2)CC(F)(F)F)C)[C@H](C)O)C=C1